(4-(4-(4-cyanophenyl)piperidine-1-carbonyl)pyridin-2-yl)-3-isobutylurea C(#N)C1=CC=C(C=C1)C1CCN(CC1)C(=O)C1=CC(=NC=C1)NC(=O)NCC(C)C